dithionaphthoic acid (4-cyano)valerate C(#N)C(CCC(=O)O)C.C1(=CC=CC2=CC=CC=C12)C(=S)S